tert-butyl 5-oxo-2,8-diazaspiro[3.5]nonane-8-carboxylate O=C1C2(CNC2)CN(CC1)C(=O)OC(C)(C)C